N[C@H](CC1=C(C=2N=NN=C(C2S1)NCC=1OC=CC1)C)C (S)-6-(2-aminopropyl)-N-(furan-2-ylmethyl)-7-methylthieno[3,2-d][1,2,3]triazin-4-amine